7-(4,4-difluoropiperidin-1-yl)-5-(5-(4-(isopropylthio)-2-(6-azaspiro[2.5]octan-6-yl)phenyl)-1,3,4-oxadiazol-2-yl)furo[2,3-c]pyridine FC1(CCN(CC1)C=1N=C(C=C2C1OC=C2)C=2OC(=NN2)C2=C(C=C(C=C2)SC(C)C)N2CCC1(CC1)CC2)F